ethyl 2-((3,5-dichloro-4-((2a-methyl-2-oxo-1,2,2a,3,4,5-hexahydrobenzo[cd]indol-6-yl)oxy)phenyl)amino)-2-oxoacetate ClC=1C=C(C=C(C1OC1=C2C=3C(C(NC3C=C1)=O)(CCC2)C)Cl)NC(C(=O)OCC)=O